2-(((8-(4-(trifluoromethyl)phenyl)pyrido[3,4-b]pyrazin-5-yl)amino)methyl)tetrahydrothiophene 1,1-dioxide FC(C1=CC=C(C=C1)C1=CN=C(C2=NC=CN=C21)NCC2S(CCC2)(=O)=O)(F)F